CC1=CC2=C(C(N(C=3N2C(=NN3)SC3=C(N=CN3C)[N+](=O)[O-])CCC)=O)S1 7-Methyl-1-((1-methyl-4-nitro-1H-imidazol-5-yl)thio)-4-propylthieno[2,3-e][1,2,4]triazolo[4,3-a]pyrimidin-5(4H)-one